COS(=O)[O-].OC1=CC=C(C=C1)[S+](C)C (4-hydroxyphenyl)dimethylsulfonium methylsulfite